1,4-bis(4-aminobenzyl)benzene NC1=CC=C(CC2=CC=C(C=C2)CC2=CC=C(C=C2)N)C=C1